C(C)(C)(C)[Al](C(C)(C)C)C(C)(C)C trit-butylaluminum